C(#N)C(=C1C=COC=C1)C#N 4-(dicyanomethylene)-4H-pyran